CP(C1=C(SC=C1P(C)C)C1=CC=C(C=C1)OC)C 3,4-bis(dimethylphosphino)-2-(4-methoxyphenyl)thiophene